chloro(dimethyl)tert-hexylsilane Cl[Si](C(C)(C)CCC)(C)C